N1CCC12CN(C2)C=2C=CC=1N=CN=C(C1N2)NC=2C=NC(=CC2)C(F)(F)F 6-(1,6-diazaspiro[3.3]heptan-6-yl)-N-[6-(trifluoromethyl)-3-pyridyl]pyrido[3,2-d]pyrimidin-4-amine